3-(4-(tert-butoxycarbonyl)phenyl)-3-hydroxypropanoic acid C(C)(C)(C)OC(=O)C1=CC=C(C=C1)C(CC(=O)O)O